OC(CC=1NC(C2=C(N1)C(=NC(=C2)C2=CC=C(C=C2)N2CCOCC2)C=2C=NC=CC2)=O)CO (2,3-dihydroxypropyl)-6-(4-morpholinophenyl)-8-(pyridin-3-yl)pyrido[3,4-d]pyrimidin-4(3H)-one